C(C)(C)(C)OC(=O)N1CC=2N=C(N=C(C2CC1)N1[C@@H](CCC1)CO)NC=1N=CN(C1)C1=CC(=C(C(=C1)OC)OC)OC (S)-4-(2-(hydroxymethyl)pyrrolidin-1-yl)-2-((1-(3,4,5-trimethoxyphenyl)-1H-imidazol-4-yl)amino)-5,6-dihydropyrido[3,4-d]pyrimidine-7(8H)-carboxylic acid tert-butyl ester